9-(n-undecyloxycarbonyloxy)anthracene C(CCCCCCCCCC)OC(=O)OC=1C2=CC=CC=C2C=C2C=CC=CC12